N-(4-(4-amino-1-isopropyl-7-((1r,4r)-4-morpholinocyclohexyl)-1H-pyrazolo[4,3-c]pyridin-3-yl)-2,5-difluorophenyl)-1-(2-fluorophenyl)methanesulfonamide NC1=NC=C(C2=C1C(=NN2C(C)C)C2=CC(=C(C=C2F)NS(=O)(=O)CC2=C(C=CC=C2)F)F)C2CCC(CC2)N2CCOCC2